NC=1C(=CC(=C(C(=O)OC)C1)F)C(F)(F)F methyl 5-amino-2-fluoro-4-(trifluoromethyl)benzoate